COC1=C(C=CC(=C1)C(NC)=O)NCC#CC=1C=C(C2=C(N(C=N2)CC(F)(F)F)C1)C(=O)N[C@@H]1[C@H](CN(CC1)C(=O)OC(C)(C)C)C tert-butyl (3S,4S)-4-(6-(3-((2-methoxy-4-(methylcarbamoyl)phenyl)amino)prop-1-yn-1-yl)-1-(2,2,2-trifluoroethyl)-1H-benzo[d]imidazole-4-carboxamido)-3-methylpiperidine-1-carboxylate